Cl[Ti](OCCCC)(OCCCC)OCCCC chlorotri-n-butoxytitanium